The molecule is a butan-4-olide that is gamma-butanolactone substituted by a 1-hydroxyethyl group at position 4. It has a role as a metabolite. It is a butan-4-olide and a secondary alcohol. CC(C1CC(=O)OC1)O